1-cyclopentyl-5-(pyrimidin-5-yl)-1H-pyrazol C1(CCCC1)N1N=CC=C1C=1C=NC=NC1